C(C)(C)(C)OOC(C)(C)C1=CC=C(C=C1)C(C)(C)OOC(C)(C)C 1,4-bis(2-t-butylperoxy-propan-2-yl)benzene